Cyclopentyl(5-{[2-(4-isopropylphenyl)imidazo-[1,2-a]pyridin-3-yl]methyl}-2,5-diazabicyclo[2.2.2]oct-2-yl)methanone C1(CCCC1)C(=O)N1C2CN(C(C1)CC2)CC2=C(N=C1N2C=CC=C1)C1=CC=C(C=C1)C(C)C